1-(1-ethyl-7-(4-(trifluoro-methyl)phenoxy)-3,4-dihydroisoquinolin-2(1H)-yl)-3-(methylsulfonyl)propan-1-one C(C)C1N(CCC2=CC=C(C=C12)OC1=CC=C(C=C1)C(F)(F)F)C(CCS(=O)(=O)C)=O